O=CCC1(CCN(CC1)C(=O)OC(C)(C)C)C(=O)OC 1-(tert-butyl) 4-methyl 4-(2-oxoethyl)piperidine-1,4-dicarboxylate